(1-(2,6-Dimethoxyphenyl)-2-(6-ethoxypyridin-2-yl)-1H-imidazo[4,5-b]pyrazin-6-yl)-4-hydroxypiperidine-1-sulfonamide COC1=C(C(=CC=C1)OC)N1C(=NC=2C1=NC(=CN2)C2N(CCC(C2)O)S(=O)(=O)N)C2=NC(=CC=C2)OCC